C1(CCCC1)C1=NN=C2C=3N=CN(C3N=CN21)[C@@H]2O[C@@H]([C@H]([C@H]2O)O)CO (2R,3R,4S,5R)-2-{3-cyclopentyl-7H-[1,2,4]triazolo[3,4-i]purin-7-yl}-5-(hydroxymethyl)tetrahydrofuran-3,4-diol